2,2,3-Trimethyl-3-cyclopenten CC1(CCC=C1C)C